FC1=CC=C(C=C1)N1N=CC2=CC(=C(C=C12)C)C12CN(CC2C1COC1=CC=CC=C1)S(=O)(=O)C1=NN(N=C1)C 1-(4-fluorophenyl)-6-methyl-5-(3-((2-methyl-2H-1,2,3-triazol-4-yl)sulfonyl)-6-(phenoxymethyl)-3-azabicyclo[3.1.0]hexane-1-yl)-1H-indazole